(3-((4-amino-3,3-difluoro-4-(4-fluorophenyl)pentyl)oxy)-2,4-difluorophenyl)-[1,2,4]triazolo[1,5-a]pyridin-2-amine NC(C(CCOC=1C(=C(C=CC1F)C1=CC=CC=2N1N=C(N2)N)F)(F)F)(C)C2=CC=C(C=C2)F